potassium 2,7-di-tert-butylfluorenide salt C(C)(C)(C)C1=[C-]C=2CC3=CC(=CC=C3C2C=C1)C(C)(C)C.[K+]